methyl 4-(((tert-butyldimethylsilyl)oxy)methyl)bicyclo[2.2.1]heptane-1-carboxylate [Si](C)(C)(C(C)(C)C)OCC12CCC(CC1)(C2)C(=O)OC